BrC1=C(C=CC=C1)[C@H]1N(CCC1)C1CC2(C1)CCN(CC2)C2=CC=C(C(=O)OC)C=C2 Methyl (S)-4-(2-(2-(2-bromophenyl)pyrrolidin-1-yl)-7-azaspiro[3.5]nonan-7-yl)benzoate